ethyl-1-(3-chloro-2-pyridinyl)-4,5-dihydro-3-[(phenyl-sulfonyl)oxy]-1H-pyrazole-5-carboxylate C(C)OC(=O)C1CC(=NN1C1=NC=CC=C1Cl)OS(=O)(=O)C1=CC=CC=C1